1-(6-chloro-5-methyl-1,2,4-triazin-3-yl)-2,3,3a,4,5,6,7,7a-octahydropyrrolo[2,3-c]pyridine hydrochloride Cl.ClC1=C(N=C(N=N1)N1CCC2C1CNCC2)C